3,5-dimethoxy-4-isopropylstilbene COC=1C=C(C=C(C1C(C)C)OC)C=CC1=CC=CC=C1